COC=1C(=NC(=NC1)C)NC1=NNC2=CC(=CC=C12)[C@@H]1C[C@]12C(NC1=CC=C(C=C21)OC(F)(F)F)=O (1S,2S)-2-{3-[(5-methoxy-2-methylpyrimidin-4-yl)amino]-1H-indazol-6-yl}-5'-(trifluoromethoxy)spiro[cyclopropane-1,3'-indol]-2'(1'H)-one